4-[[5-(2-chloro-4-fluoro-3-hydroxy-phenyl)-1,3,4-thiadiazol-2-yl]methyl]-6-[(1S)-2,2,2-trifluoro-1-phenyl-ethyl]-4,6-diazaspiro[2.4]heptane-5,7-dione ClC1=C(C=CC(=C1O)F)C1=NN=C(S1)CN1C2(CC2)C(N(C1=O)[C@H](C(F)(F)F)C1=CC=CC=C1)=O